5-[(2R)-4-[4-chloro-2-(trifluoromethyl)benzoyl]-2-ethylpiperazin-1-yl]-2'-ethoxy-N-[(3R)-pyrrolidin-3-yl]-[2,3'-bipyridine]-6-carboxamide ClC1=CC(=C(C(=O)N2C[C@H](N(CC2)C=2C=CC(=NC2C(=O)N[C@H]2CNCC2)C=2C(=NC=CC2)OCC)CC)C=C1)C(F)(F)F